6-{4-[3-(pyridazin-3-yl)pyridin-2-yl]piperazin-1-yl}-2-azaspiro[3.4]octane-2-carboxylic acid ethyl ester C(C)OC(=O)N1CC2(C1)CC(CC2)N2CCN(CC2)C2=NC=CC=C2C=2N=NC=CC2